((S)-4-(6-(6-(2-(ethyl(isopropyl)carbamoyl)-4-fluorophenoxy)-1,2,4-triazin-5-yl)-2,6-diazaspiro[3.4]octan-2-yl)-2-methoxy-5-methylhexyl)(methyl)carbamate C(C)N(C(=O)C1=C(OC2=C(N=CN=N2)N2CC3(CN(C3)C(C[C@@H](COC(NC)=O)OC)C(C)C)CC2)C=CC(=C1)F)C(C)C